benzyl 4-(4-(4-(2,6-bis(benzyloxy)pyridin-3-yl)-2-fluorophenyl)piperazin-1-yl)piperidine-1-carboxylate C(C1=CC=CC=C1)OC1=NC(=CC=C1C1=CC(=C(C=C1)N1CCN(CC1)C1CCN(CC1)C(=O)OCC1=CC=CC=C1)F)OCC1=CC=CC=C1